(2-(2,6-dioxopiperidin-3-yl)-7-fluoro-3-oxoisoindolin-5-yl)methyl(2,2'-difluoro-[1,1'-biphenyl]-4-yl) carbamate C(N)(OC1=C(C(=C(C=C1)C1=C(C=CC=C1)F)F)CC=1C=C2C(N(CC2=C(C1)F)C1C(NC(CC1)=O)=O)=O)=O